CC1=NN(C(C1)=O)C1=CC=CC=C1 1,5-dihydro-3-methyl-5-oxo-1-phenyl-4h-pyrazol